BrC=1C(=NN(C1F)C)C(=O)OC methyl 4-bromo-5-fluoro-1-methyl-1H-pyrazole-3-carboxylate